methyl 4-nitro-2,5-difluorobenzoate [N+](=O)([O-])C1=CC(=C(C(=O)OC)C=C1F)F